C(#N)C1=C(C(=CC(=C1)[N+](=O)[O-])[N+](=O)[O-])Cl 1-cyano-2-chloro-3,5-dinitrobenzene